C(CCCC)OC(CCC1=CC(=C(C(=C1)C(C)(C)C)O)N1N=C2C(=N1)C=CC=C2)=O 3-[3-(2H-benzotriazole-2-yl)-5-(1,1-dimethylethyl)-4-hydroxyphenyl]propionic acid pentyl ester